CC1=CC(=NO1)OS(=O)(=O)O The molecule is a heterocyclyl sulfate that is 1,2-oxazol-3-yl hydrogen sulfate substituted by a methyl group at position 5. It is a heterocyclyl sulfate and a member of isoxazoles.